2-((1,2-dimethylpyrrolidin-2-yl)methoxy)-5,8-dihydropyrido[3,4-d]pyrimidine-7(6H)-carboxylate CN1C(CCC1)(C)COC=1N=CC2=C(N1)CN(CC2)C(=O)[O-]